ClC=1C(=CC=2N(C1)C(=CN2)C2=NC=CC(=N2)SC)F 6-chloro-7-fluoro-3-(4-(methylthio)pyrimidin-2-yl)imidazo[1,2-a]pyridine